O1CCC(CC1)CCN1C(CCC1=O)C(=O)O 1-[2-(Oxan-4-yl)ethyl]-5-oxopyrrolidine-2-carboxylic Acid